C(CCC)C1C(=NN(C1(C(=O)NCCCC(CO)(C)C)C)C1=C(C=C(C=C1)F)F)C1=CC=C(C=C1)S(=O)(=O)C 4-butyl-1-(2,4-difluorophenyl)-N-(5-hydroxy-4,4-dimethylpentyl)-5-methyl-3-(4-(methylsulfonyl)phenyl)-4,5-dihydro-1H-pyrazole-5-carboxamide